S1C2=C(C=C1)C=C(C=C2)CCNC2=CC(=NC=N2)C2=CC=C1C=CNC1=C2 6-(6-(2-Benzo[b]thiophen-5-yl-ethylamino)-pyrimidin-4-yl)-1H-indole